2-(4-(6-((4-cyano-2-fluorobenzyl)oxy)-4-(1-methyl-1H-pyrazol-4-yl)pyridin-2-yl)-2-fluorobenzyl)-1-(2-methoxyethyl)-1H-benzo[d]Imidazole-6-carboxylic acid methyl ester COC(=O)C=1C=CC2=C(N(C(=N2)CC2=C(C=C(C=C2)C2=NC(=CC(=C2)C=2C=NN(C2)C)OCC2=C(C=C(C=C2)C#N)F)F)CCOC)C1